N1=C(N=CC=C1)C(C(=O)NN)C (pyrimidin-2-yl)propanehydrazide